C(C)(=O)OC1C2(CCC(C1)C2(C)C)C exo-1,7,7-trimethylbicyclo-[2.2.1]-hept-2-yl acetate